(3-bromo-2-chloro-5-fluoro-4-pyridinyl)-trimethyl-silane BrC=1C(=NC=C(C1[Si](C)(C)C)F)Cl